phenyl (5-methyl-6-phenylpyridin-3-yl)carbamate CC=1C=C(C=NC1C1=CC=CC=C1)NC(OC1=CC=CC=C1)=O